ClCC1=C(C=NN1C)C1=CC=C(C(=N1)C)OCOC 6-(5-(chloromethyl)-1-methyl-1H-pyrazol-4-yl)-3-(methoxymethoxy)-2-methylpyridine